COC(=O)C1=CC=2N(C=C1)N=CC2Br.FC(=CC=2C=C(C(=O)N[C@@H]1[C@H](CCCC1)O)C=CC2F)F 3-(2,2-difluorovinyl)-4-fluoro-N-[(1s,2s)-2-hydroxycyclohexyl]benzamide methyl-3-bromopyrazolo[1,5-a]pyridine-5-carboxylate